ClC1=CC=C(C=C1)N1N=C(C=C1N)C1=CC=C(C=C1)Cl 1,3-bis(4-Chlorophenyl)-1H-pyrazol-5-amine